ClC1=CC=C(C=C1)C=1C(=NC=CC1)CO racemic-(4-chlorophenyl)pyridine-2-methanol